FC1=C(C(=C(C(=C1F)F)F)F)[B-](C1=C(C(=C(C(=C1F)F)F)F)F)(C1=C(C(=C(C(=C1F)F)F)F)F)C1=C(C(=C(C(=C1F)F)F)F)F.C[NH+](CCCCCCCCCCCCCCCCCC)CCCCCCCCCCCCCCCCCC N-methyl-N,N-dioctadecylammonium [tetrakis(perfluorophenyl) borate]